ClC1=CC=C(C=C1)N1CCN(CC1)C1=NC(=NC2=CC(=CC=C12)O)OC 4-(4-(4-chlorophenyl)piperazin-1-yl)-2-methoxyquinazolin-7-ol